BrC=1C=C2CCC(N(C2=NC1)C)=O 6-Bromo-1-methyl-3,4-dihydro-1,8-naphthyridin-2(1H)-one